C(=O)C1=NSC(=N1)C=1C=CC(=C(C1)NC(OC(C)(C)C)=O)C tert-butyl (5-(3-formyl-1,2,4-thiadiazol-5-yl)-2-methylphenyl)carbamate